pyridinecitrate N1=C(C=CC=C1)C(C(CC(=O)[O-])(O)C(=O)[O-])C(=O)[O-]